CS(=O)(=O)C1CN(C1)C1=C(CNCC[C@]2(CCOC3(CCCC3)C2)C2=NC=CC=C2)C=CC=C1 (R)-N-(2-(3-methylsulfonylazetidin-1-yl)benzyl)-2-(9-(pyridin-2-yl)-6-oxaspiro[4.5]dec-9-yl)ethylamine